C(CCCCCCC\C=C/CCCCCCCC)NCC(C)N N-(oleyl)propylenediamine